(1-(3-Hydroxypropyl)piperidin-4-yl)((1S,5R)-8-(4-(trifluoromethoxy)phenyl)-1,3,4,5-tetrahydro-2H-1,5-methanobenzo[c]azepin-2-yl)methanone OCCCN1CCC(CC1)C(=O)N1[C@@H]2C3=C([C@H](CC1)C2)C=CC(=C3)C3=CC=C(C=C3)OC(F)(F)F